4-(2,6-dimethylpyridin-4-yl)-1-(5-(isopropylthio)-4-p-tolylthiazol-2-yl)-3-methyl-1H-pyrazole-5-carboxylic acid CC1=NC(=CC(=C1)C=1C(=NN(C1C(=O)O)C=1SC(=C(N1)C1=CC=C(C=C1)C)SC(C)C)C)C